C[C@]12CC[C@H]3[C@H]([C@@H]1CCC2=O)CCC4=C3C=CC(=C4O)O[C@H]5[C@@H]([C@H]([C@@H]([C@H](O5)C(=O)[O-])O)O)O The molecule is a steroid glucuronide anion that is the conjugate base of 4-hydroxyestrone 3-O-(beta-D-glucuronide) arising from deprotonation of the carboxylic acid function; major species at pH 7.3. It is a steroid glucosiduronic acid anion, a beta-D-glucosiduronate and a monocarboxylic acid anion. It is a conjugate base of a 4-hydroxyestrone 3-O-(beta-D-glucuronide).